C(C)(C)(C)C1=NN2C(N=C(C=C2NC2CC2)Cl)=C1C#N Tert-butyl-5-chloro-7-(cyclopropylamino)pyrazolo[1,5-a]pyrimidine-3-carbonitrile